1,5-bismethylpiperidinium C[NH+]1CCCC(C1)C